N1CC(C1)C1=CC=C(N=N1)C1=C(C=C(C=C1)C1=CC=2N(C=C1)N=C(C2)C)O [6-(azetidin-3-yl)pyridazin-3-yl]-5-{2-methylpyrazolo[1,5-a]pyridin-5-yl}phenol